OCC(C)(C)C=1C=CC(=NC1)C1=CC=C(CC2=CC=C(C=C2)N2N=C(C=C2C)C(=O)N)C=C1 1-(4-(4-(5-(1-hydroxy-2-methylpropan-2-yl)pyridin-2-yl)benzyl)phenyl)-5-methyl-1H-pyrazole-3-carboxamide